C(#C)C1=CC=C(C=C1)N1C=NC=C1 1-(4-ethynylphenyl)-1H-imidazole